2-(4-chlorophenyl-2-methyl-4-hydroxy-3(2H)-furanone-5-yl)-benzamide ClC1=CC=C(C=C1)C1(OC(=C(C1=O)O)C1=C(C(=O)N)C=CC=C1)C